7-bromo-6-methoxyquinoline-2,4(1H,3H)-dione BrC1=C(C=C2C(CC(NC2=C1)=O)=O)OC